C(C1CCC(CC1)OCCO)C1CCC(CC1)OCCO 4,4'-methylenebis[(2-hydroxyethoxy)cyclohexane]